BrC1=C(C=CC(=N1)NC(=O)C1NC2CC2C1)F N-(6-bromo-5-fluoropyridin-2-yl)-2-azabicyclo[3.1.0]hexane-3-carboxamide